methyl 4-(5-acetyl-2-(4-fluoro-2,6-dimethylphenoxy)phenyl)-6-methyl-7-oxo-6,7-dihydrothieno[2,3-c]pyridine-2-carboxylate C(C)(=O)C=1C=CC(=C(C1)C=1C2=C(C(N(C1)C)=O)SC(=C2)C(=O)OC)OC2=C(C=C(C=C2C)F)C